C(=C)C(CO)O vinyl-monoethylene glycol